NN1C(=NC(=C1C(N)=O)C1=CC=C(C(=O)O)C=C1)[C@H]1N(CCCC1)C(=O)OC(C)(C)C (S)-4-(1-amino-2-(1-(tert-butoxycarbonyl)piperidin-2-yl)-5-carbamoyl-1H-imidazol-4-yl)benzoic acid